O=C1OCCN1P(=O)(N1C(OCC1)=O)Cl Bis(2-oxo-1,3-oxazolidin-3-yl)phosphinic chloride